2-(2-{[2-(1H-1,3-benzodiazol-2-yl)ethyl]amino}-1,1-difluoroethyl)-N-[(3-fluoropyridin-2-yl)methyl]-[1,3]oxazolo[4,5-c]pyridin-4-amine N1C(=NC2=C1C=CC=C2)CCNCC(F)(F)C=2OC1=C(C(=NC=C1)NCC1=NC=CC=C1F)N2